(R,S)-N-(8,9-difluoro-4-hydroxy-6-oxo-1,2,3,4,5,6-hexahydrophenanthridin-1-yl)-5,6-difluoro-N-methyl-1H-indole-2-carboxamide FC=1C=C2C(NC=3[C@H](CC[C@H](C3C2=CC1F)N(C(=O)C=1NC2=CC(=C(C=C2C1)F)F)C)O)=O